6-(cyclopentylcarbamoyl)picolinic acid C1(CCCC1)NC(=O)C1=CC=CC(=N1)C(=O)O